COC(C(CC=O)(C)C)=O 2,2-dimethyl-4-oxobutanoic acid methyl ester